1,2,4-trimethyl-5-(2-((4-methyltetrahydro-2H-pyran-4-yl)amino)-2-oxoacetyl)-1H-pyrrole-3-carboxylic acid CN1C(=C(C(=C1C(C(=O)NC1(CCOCC1)C)=O)C)C(=O)O)C